6-(2-(2-fluoro-3-(trifluoromethyl)phenyl)-2-hydroxyacetyl)-2-(1-(4-isopropylthiophen-2-yl)cyclopropyl)-3,5,6,7,8,9-hexahydro-4H-pyrimido[5,4-c]azepin-4-one FC1=C(C=CC=C1C(F)(F)F)C(C(=O)N1CC2=C(CCC1)N=C(NC2=O)C2(CC2)C=2SC=C(C2)C(C)C)O